FC(S(=O)(=O)NS(=O)(=O)C(F)(F)F)(F)F.[Li] lithium bis(trifluoromethylsulfonyl)amine